OCC1=CC=CC=2NC(=NC21)NC(CCNC(=O)C2=NOC=C2)C2=CC(=CC=C2)C(F)(F)F N-(3-{[4-(hydroxymethyl)-1H-1,3-benzodiazol-2-yl]amino}-3-[3-(trifluoromethyl)phenyl]propyl)-1,2-oxazole-3-carboxamide